(2-bromophenyl) (2-bromo-6-chlorophenyl) sulfide BrC1=C(C(=CC=C1)Cl)SC1=C(C=CC=C1)Br